(1-(3-dimethylaminopropyl))-3-ethylcarbodiimide hydrochloride Cl.CN(CCCN=C=NCC)C